N1CC(C1)C1=CC=C(C=C1)C=1OC(=NN1)CC(C)(C)C 2-[4-(Azetidin-3-yl)phenyl]-5-(2,2-dimethylpropyl)-1,3,4-oxadiazole